tert-butyl (Z)-4-(6-(2-fluoro-2-(6-(pyridazin-4-yl)pyrazin-2-yl)vinyl)-3-phenoxy-2-(trifluoromethyl)phenyl)-1-oxa-4,9-diazaspiro[5.5]undecane-9-carboxylate F\C(=C/C1=CC=C(C(=C1N1CCOC2(C1)CCN(CC2)C(=O)OC(C)(C)C)C(F)(F)F)OC2=CC=CC=C2)\C2=NC(=CN=C2)C2=CN=NC=C2